O1[C@H](C=CC1)[C@]1(CN(CC1)CC1=CC=C(C=C1)NC(C)=O)CCC1=CC=CC=C1 N-(4-(((R)-3-((R)-2,5-dihydrofuran-2-yl)-3-phenethylpyrrolidin-1-yl)methyl)phenyl)acetamide